di(p-tolyl)silylene(cyclopentadienyl)(3,6-di-t-butylfluorenyl)zirconium dichloride [Cl-].[Cl-].C1(=CC=C(C=C1)[Si](=[Zr+2](C1=CC(=CC=2C3=CC(=CC=C3CC12)C(C)(C)C)C(C)(C)C)C1C=CC=C1)C1=CC=C(C=C1)C)C